3,5-difluoro-4-((8-methoxy-2-oxo-2H-[1,3]oxazino[5,4-c]quinolin-1(4H)-yl)methyl)benzenesulfonamide FC=1C=C(C=C(C1CN1C(OCC=2C=NC=3C=C(C=CC3C21)OC)=O)F)S(=O)(=O)N